C(N)(=O)C1=CC=C(OCC=2C3=C(SC2C(=O)O)C=CC(=C3)Cl)C=C1 3-((4-Carbamoylphenoxy)methyl)-5-chlorobenzo[b]thiophene-2-carboxylic acid